FC=1C=NC(=NC1)N[C@H]1[C@@H](CNCC1)OCC1=CC=C(C=C1)C(F)(F)F 5-fluoro-N-(trans-3-(4-(trifluoromethyl)benzyloxy)piperidin-4-yl)pyrimidin-2-amine